2-(4-hydroxy-3-nitrophenyl)-4-methylthiazole-5-carboxylic acid ethyl ester C(C)OC(=O)C1=C(N=C(S1)C1=CC(=C(C=C1)O)[N+](=O)[O-])C